N-[(2-amino-3-chloroquinolin-7-yl)methyl]-6-cyano-N-(2-methanesulfonylpyridin-3-yl)-5-methylpyridine-3-carboxamide NC1=NC2=CC(=CC=C2C=C1Cl)CN(C(=O)C=1C=NC(=C(C1)C)C#N)C=1C(=NC=CC1)S(=O)(=O)C